2-amino-N-(3-methylphenyl)-benzamide NC1=C(C(=O)NC2=CC(=CC=C2)C)C=CC=C1